(5-fluoroisoindolin-2-yl)-3-isopropyl-N-(4-morpholinophenyl)-7-(1H-pyrazol-4-yl)pyrazolo[1,5-a]pyrimidine-2-carboxamide FC=1C=C2CN(CC2=CC1)C1=NC=2N(C(=C1)C=1C=NNC1)N=C(C2C(C)C)C(=O)NC2=CC=C(C=C2)N2CCOCC2